N-(tert-butylglycyl)-N-methylglycine NC(C(C)(C)C)C(=O)N(CC(=O)O)C